CC1=NN2C(N=CC(=C2)CN2CCC3(COC3)CC2)=C1C1=CC(=NC=C1)C(F)(F)F 7-((2-Methyl-3-(2-(trifluoromethyl)pyridin-4-yl)pyrazolo[1,5-a]pyrimidin-6-yl)methyl)-2-oxa-7-azaspiro[3.5]nonane